COC1=C(C=CC(=C1)OC)CN(C(=O)C1=CC2=CC=CC(=C2C=C1)OC1=CC=C(C=C1)C(F)(F)F)C(C)C1CN(C1)CC N-[(2,4-Dimethoxyphenyl)methyl]-N-[1-(1-ethylazetidin-3-yl)ethyl]-5-[4-(trifluoromethyl)phenoxy]naphthalene-2-carboxamide